4-((2S,5S)-5-((4-Cyanophenoxy)methyl)-2-(trifluoromethyl)oxazolidin-3-yl)-2-(trifluoromethyl)benzonitril C(#N)C1=CC=C(OC[C@@H]2CN([C@@H](O2)C(F)(F)F)C2=CC(=C(C#N)C=C2)C(F)(F)F)C=C1